C([C@@H]1[C@H]([C@@H]([C@@H](O1)O[C@H]2[C@@H]([C@H](O[C@@H]2OC[C@@H]3[C@H]([C@@H]([C@H](O3)OC[C@@H]4[C@H]([C@@H]([C@H](O4)O)O)O)O)O[C@@H]5[C@H]([C@@H]([C@H](O5)CO)O)O[C@H]6[C@H]([C@@H]([C@H](O6)CO)O)O)CO)O)O)O)O The molecule is a branched hexasaccharide comprising six D-arabinofuranose units, in an assembly consisting of two arabinose residues linked alpha(1->5) (with alpha-configuration at the reducing end), with alpha-arabinosyl-(1->2)-alpha-arabinosyl disaccharide units linked to the 3- and 5-positions of the residue distal from the reducing-end residue. Branched hexasaccharide from the cell wall of Mycobacterium tuberculosis. It has a role as an epitope.